OC(CN)CN 2-hydroxy-1,3-propanediamine